C(C)C1(CC(=NO1)SC(NC)=NC)CC 2-(5,5-diethyl-4H-isoxazol-3-yl)-1,3-dimethyl-isothiourea